(S)-1-(1-(2-((2-chloro-4-fluoro-phenyl)amino)pyrimidin-4-yl)-1H-pyrazol-4-yl)-3-(1-(3-chlorophenyl)-2-hydroxyethyl)urea ClC1=C(C=CC(=C1)F)NC1=NC=CC(=N1)N1N=CC(=C1)NC(=O)N[C@H](CO)C1=CC(=CC=C1)Cl